4-[8-[(3R)-1-Ethyl-3-piperidyl]-6,7-dihydro-5H-pyrido[2,3-c]pyridazin-3-yl]-3-hydroxy-5-methyl-benzonitrile C(C)N1C[C@@H](CCC1)N1CCCC2=C1N=NC(=C2)C2=C(C=C(C#N)C=C2C)O